P(=O)(O)(O)O.C(CCC)N1CCNCC1 1-butylpiperazine phosphate